N[C@@H](C[SeH])C(=O)O |r| rac-selenocysteine